ClC=1C=C(C(=NC1)O)C=1N=C(C=2OCCNC2N1)NCCC1=CNC2=CC=CC=C12 5-chloro-3-[4-[2-(1H-indol-3-yl)ethylamino]-7,8-dihydro-6H-pyrimido(5,4-b)[1,4]oxazin-2-yl]pyridin-2-ol